C(CCCCCC(=O)O)(=O)O dihydrogen pimelate